(S)-N-((1,3-dimethyl-1H-pyrazol-4-yl)methyl)-6-(3,5-dimethylisoxazol-4-yl)-4-(3-phenylmorpholino)quinazoline-2-carboxamide CN1N=C(C(=C1)CNC(=O)C1=NC2=CC=C(C=C2C(=N1)N1[C@H](COCC1)C1=CC=CC=C1)C=1C(=NOC1C)C)C